C1(CC1)C1=NC=NC(=C1C=1N=CC=2OCC(N(C2N1)CC1=CC=C(C=C1)C=1N(C=C(N1)C(F)(F)F)C)=O)OC 2-(4-Cyclopropyl-6-methoxypyrimidin-5-yl)-8-(4-(1-methyl-4-(trifluoromethyl)-1H-imidazol-2-yl)benzyl)-6H-pyrimido[5,4-b][1,4]oxazin-7(8H)-one